2,3-dichlorobenzamide ClC1=C(C(=O)N)C=CC=C1Cl